3-[[4-[8-Chloro-7-[(2-methyl-3H-benzimidazol-5-yl)oxy]quinoxalin-2-yl]pyrazol-1-yl]methyl]-1-methyl-cyclobutanol ClC=1C(=CC=C2N=CC(=NC12)C=1C=NN(C1)CC1CC(C1)(O)C)OC1=CC2=C(N=C(N2)C)C=C1